tert-butyl 2-(pyridin-2-yl)morpholine-4-carboxylate N1=C(C=CC=C1)C1CN(CCO1)C(=O)OC(C)(C)C